FC=1C(=NC=CC1)CC1=NN2C(=NC(=C(C2=N1)C=1C=CC=2N(C1)C(=CN2)C)N2CC1(COC1)C2)N 2-((3-fluoropyridin-2-yl)methyl)-8-(3-methylimidazo[1,2-a]pyridin-6-yl)-7-(2-oxa-6-azaspiro[3.3]heptan-6-yl)-[1,2,4]triazolo[1,5-c]pyrimidin-5-amine